C(C)(C)(C)OC(=O)N1CCN(CC1)C(=O)N1CCSC2=C(C1)C=CC(=C2)C(F)(F)F.CC2=NN(C1=C2C=NC(=C1)CC(=O)N)C(C1=CC=CC=C1)(C1=CC=CC=C1)C1=CC=CC=C1 (3-methyl-1-trityl-1H-pyrazolo[4,3-c]pyridin-6-yl)acetamide tert-butyl-4-(8-(trifluoromethyl)-2,3,4,5-tetrahydrobenzo[f][1,4]thiazepine-4-carbonyl)piperazine-1-carboxylate